FC(C1=NN=C(O1)C1=CC=C2CN(C(C2=C1)=O)[C@@H]([C@H](C1CCOCC1)O)C1=CC=C(C=C1)F)F |r| 6-[5-(difluoromethyl)-1,3,4-oxadiazol-2-yl]-2-[(1RS,2SR)-1-(4-fluorophenyl)-2-hydroxy-2-(oxan-4-yl)ethyl]-2,3-dihydro-1H-isoindol-1-one